NC1=NC(=CC(=N1)C=1C=C(C#N)C=CC1)C=1N=NN(C1)CC1=NC(=CC=C1)NS(=O)(=O)C m-[2-amino-6-(1-{[6-(methylsulfonylamino)-2-pyridinyl]methyl}-1H-1,2,3-triazol-4-yl)-4-pyrimidinyl]benzonitrile